N-Boc-L-DOPA C(=O)(OC(C)(C)C)N[C@H](C(=O)O)CC1=CC=C(O)C(O)=C1